tert-Butyl 7-[8-chloro-7-fluoro-3-[[(3R,4S)-4-methyltetrahydrofuran-3-yl]oxycarbonylamino]-6-isoquinolyl]-3-fluoro-8-methyl-2,3-dihydropyrido[2,3-b][1,4]oxazine-1-carboxylate ClC=1C(=C(C=C2C=C(N=CC12)NC(=O)O[C@H]1COC[C@@H]1C)C1=C(C2=C(OC(CN2C(=O)OC(C)(C)C)F)N=C1)C)F